(E)-3-fluoro-N-(3-(2-((4-(4-methylpiperazin-1-yl)phenyl)amino)quinazolin-8-yl)phenyl)acrylamide F/C=C/C(=O)NC1=CC(=CC=C1)C=1C=CC=C2C=NC(=NC12)NC1=CC=C(C=C1)N1CCN(CC1)C